FC1=C(CNC(=O)[C@H]2N(C[C@@H](C2)O)C([C@H](C(C)(SC(C2=CC=CC=C2)(C2=CC=CC=C2)C2=CC=CC=C2)C)NC(=O)C2(CC2)F)=O)C=CC(=C1)C1=C(N=CS1)C (2S,4R)-N-(2-fluoro-4-(4-methylthiazol-5-yl)benzyl)-1-((R)-2-(1-fluorocyclopropane-1-amido)-3-methyl-3-(tritylthio)butanoyl)-4-hydroxypyrrolidine-2-carboxamide